4-(imidazo[1,2-a]pyridin-7-yl)morpholine N=1C=CN2C1C=C(C=C2)N2CCOCC2